FC1=CC(=CC2=C1N=C(O2)C)NC(=O)C=2C=CC(=C1C=CN=NC21)N2CCN(CC2)C(=O)OC(C)(C)C tert-butyl 4-[8-[(4-fluoro-2-methyl-1,3-benzoxazol-6-yl)carbamoyl]cinnolin-5-yl]piperazine-1-carboxylate